(R)-1-(4-amino-5-((2-cyclopropyl-4,6-difluorobenzo[d]thiazol-5-yl)ethynyl)-8-methyl-8,9-dihydropyrazino[1',2':1,5]pyrrolo[2,3-d]pyrimidin-7(6H)-yl)-2-methylpropan-2-en-1-one NC=1C2=C(N=CN1)N1C(=C2C#CC=2C(=CC3=C(N=C(S3)C3CC3)C2F)F)CN([C@@H](C1)C)C(C(=C)C)=O